NC1=NC2=CC(=CC=C2C=C1Cl)C[C@@H]1CC[C@]2([C@@H]1O[C@H]([C@@H]2O)N2C=CC1=C2N=C(N=C1C)C)O (2R,3R,3aS,6S,6aR)-6-((2-amino-3-chloroquinolin-7-yl)methyl)-2-(2,4-dimethyl-7H-pyrrolo[2,3-d]pyrimidin-7-yl)hexahydro-3aH-cyclopenta[b]furan-3,3a-diol